C(C)(C)(C)C=1C=CC(=NC1)[C@H]([C@@H](CC(C)C)NC)OC1=NC(=NC(=C1)C1=C(C=CC=C1C)C)NS(=O)(=O)C=1C=C(C(=O)OC2=C(C(=C(C(=C2F)F)F)F)F)C=CC1 (2,3,4,5,6-pentafluorophenyl) 3-[[4-[(1S,2R)-1-(5-tert-butyl-2-pyridyl)-4-methyl-2-(methylamino)pentoxy]-6-(2,6-dimethylphenyl)pyrimidin-2-yl]sulfamoyl]benzoate